C1(CC1)CNC(=O)C1=CSC2=C1C(N(C=C2C)C)=O N-(cyclopropylmethyl)-5,7-dimethyl-4-oxo-4,5-dihydrothieno[3,2-c]pyridine-3-carboxamide